((2-(cyclopropylmethyl)-4-methyl-1,2,3,4-tetrahydroisoquinolin-7-yl)(methyl)amino)benzonitrile hydrochloride Cl.C1(CC1)CN1CC2=CC(=CC=C2C(C1)C)N(C)C1=C(C#N)C=CC=C1